2-Methyl-N-((tetrahydrofuran-2-yl)methyl)propan-2-amin CC(C)(C)NCC1OCCC1